FC(C(C(C(C(C(C(F)(F)F)(F)F)(F)F)(F)F)(F)F)(F)F)(S(=O)(=O)O)F perfluoroheptanesulfonic acid